FC(S(=O)(=O)O)(F)F.OS(=O)(=O)C(F)(F)F.O1CCCC1 tetrahydrofuran Triflate trifluoromethansulfonate